4-bromo-3-(4-chlorobenzyloxy)thiophene-2-carboxylic acid BrC=1C(=C(SC1)C(=O)O)OCC1=CC=C(C=C1)Cl